tert-butyl 2-(diethoxyphosphoryl)-4-((1-(hydroxyamino) nonylidene) amino)-4-oxobutanoate C(C)OP(=O)(OCC)C(C(=O)OC(C)(C)C)CC(=O)N=C(CCCCCCCC)NO